(S)-3-(5-(((R)-1-(3,3-difluorocyclobutyl)piperidin-3-yl)oxy)-1-oxoisoindolin-2-yl)piperidine-2,6-dione FC1(CC(C1)N1C[C@@H](CCC1)OC=1C=C2CN(C(C2=CC1)=O)[C@@H]1C(NC(CC1)=O)=O)F